FC=1C=C(C=C(C1)F)NC(=O)NC1=C(C=CC(=C1)OC)C(=O)NN 1-(3,5-difluorophenyl)-3-(2-hydrazinocarbonyl-5-methoxyphenyl)-urea